(2R,4S)-1-[(2R)-2-(4-cyclopropyltriazol-1-yl)-3,3-dimethyl-butanoyl]-4-hydroxy-N-[3-(2-oxopyrrolidin-1-yl)pentyl]pyrrolidine-2-carboxamide C1(CC1)C=1N=NN(C1)[C@@H](C(=O)N1[C@H](C[C@@H](C1)O)C(=O)NCCC(CC)N1C(CCC1)=O)C(C)(C)C